FC(C(=O)O)(F)F.CC1=C(C=C2C(=CC=NC2=C1)OCCN)[N+](=O)[O-] 2-((7-methyl-6-nitroquinolin-4-yl)oxy)ethane-1-amine trifluoroacetate salt